2-Methyl-5-(4,4,5,5-tetramethyl-1,3,2-dioxaborolan-2-yl)-2H-indazole CN1N=C2C=CC(=CC2=C1)B1OC(C(O1)(C)C)(C)C